1-(2-chlorophenyl)-3-methyl-4-difluoromethyl-1,2,4-triazol-5-one ClC1=C(C=CC=C1)N1N=C(N(C1=O)C(F)F)C